4-amino-3-(4-bromophenyl)-1-(3-hydroxycyclopentanyl)-1,6-dihydro-7H-pyrazolo[3,4-d]pyridazin-7-one NC=1C2=C(C(NN1)=O)N(N=C2C2=CC=C(C=C2)Br)C2CC(CC2)O